C12C(CC(CC1)OC(C(=C)C)=O)O2 4-epoxycyclohexylmethacrylate